(R)-4-methyl-6-(4-((3-(4-methyl-1-oxo-1,3-dihydroisobenzofuran-5-yl)piperazin-1-yl)methyl)-1H-1,2,3-triazol-1-yl)pyridine-3-carbonitrile CC1=C(C=NC(=C1)N1N=NC(=C1)CN1C[C@H](NCC1)C=1C(=C2COC(C2=CC1)=O)C)C#N